4-(4-(6-isopropyl-5-(8-methoxy-[1,2,4]triazolo[1,5-a]pyridin-6-yl)-4H-pyrrolo[3,2-d]thiazol-2-yl)cyclohexyl)thiomorpholine 1,1-dioxide C(C)(C)C1=C(NC2=C1N=C(S2)C2CCC(CC2)N2CCS(CC2)(=O)=O)C=2C=C(C=1N(C2)N=CN1)OC